N1C(=CC2=CC=CC=C12)CCO indole-ethanol